COC(C1=C(C=C(C=C1)Br)NC(=O)OC(C)(C)C)=O 4-bromo-2-[(tert-butoxycarbonyl)amino]benzoic acid methyl ester